ClC1=CC=C(C=C1)C(C(=O)O)NC1=CC(=CC(=C1)OC)OCCO 2-(4-chlorophenyl)-2-((3-(2-hydroxyethoxy)-5-methoxyphenyl)amino)acetic acid